methyl 4-(furan-3-ylmethyl)-3-oxo-3,4-dihydro-2H-benzo[b][1,4]thiazine-7-carboxylate O1C=C(C=C1)CN1C2=C(SCC1=O)C=C(C=C2)C(=O)OC